NCCCC(=O)N1CCC(CC1)C1=CC=CC=2N(C(N(C21)C)=O)C2CNCCC2 3-[4-[1-(4-aminobutanoyl)-4-piperidyl]-3-methyl-2-oxo-benzimidazol-1-yl]piperidine